C(#N)C1=C(C=C(CSC2=NC(=C(C(=C2C#N)CC)C#N)N2CCN(CCC2)C)C=C1)C 2-((4-cyano-3-methylbenzyl)thio)-4-ethyl-6-(4-methyl-1,4-diazepan-1-yl)pyridine-3,5-dicarbonitrile